NC1=NC=2C(=CC=CC2C=2N1C=C(N2)CC2=C1CCN(CC1=CC=C2)C2=NC=C(C#N)C=C2)F 6-(5-((5-amino-7-fluoroimidazo[1,2-c]quinazolin-2-yl)methyl)-3,4-dihydroisoquinolin-2(1H)-yl)nicotinonitrile